ClC1=C(C(=C(C=N1)NC(OC(C)(C)C)=O)I)F tert-Butyl N-(6-chloro-5-fluoro-4-iodopyridin-3-yl)carbamate